methyl 5-((3-((6-amino-8-bromo-2-fluoro-9H-purin-9-yl)methyl)benzyl)oxy)-2-(trifluoromethyl)benzoate NC1=C2N=C(N(C2=NC(=N1)F)CC=1C=C(COC=2C=CC(=C(C(=O)OC)C2)C(F)(F)F)C=CC1)Br